CN1CC(C1)(C)[C@@](C=1C=C(C=NC1)C1=NOC(=N1)C12CCC(CC1)(CC2)C(=O)O)(C2=CC=C(C=C2)C(C)C)O 4-(3-{5-[(R)-(1,3-Dimethyl-azetidin-3-yl)-hydroxy-(4-isopropyl-phenyl)-methyl]-pyridin-3-yl}-[1,2,4]oxadiazol-5-yl)-bicyclo[2.2.2]octane-1-carboxylic acid